NC1=NC(=C2CC=NC2=N1)N 7-deaza-2,6-diamino-purine